C(C1=CC=CC=C1)OC(=O)N1CC2=CC=C(C=C2CC1)C(=O)C=1SC=C(C1C(=O)O)F 2-(2-benzyloxycarbonyl-3,4-dihydro-1H-isoquinoline-6-carbonyl)-4-fluoro-thiophene-3-carboxylic acid